N-[5-ethylsulfonyl-6-[7-methyl-3-(1,1,2,2,2-pentafluoroethyl)imidazo[4,5-c]pyridazin-6-yl]-3-pyridyl]cyclopropanecarboxamide C(C)S(=O)(=O)C=1C=C(C=NC1C1=NC2=C(N=NC(=C2)C(C(F)(F)F)(F)F)N1C)NC(=O)C1CC1